S(=O)(=O)(O)O[C@H]1C[C@H]2CC[C@H]3[C@@H]4CC[C@H]([C@@H](CCC(=O)O)C)[C@]4(CC[C@@H]3[C@]2(CC1)C)C 3α-Sulfooxy-5β-Cholanic acid